N-[3-(dimethylamino)propyl]-4-[3-(3-hydroxyphenyl)imidazo[1,2-a]pyrazin-6-yl]benzamide CN(CCCNC(C1=CC=C(C=C1)C=1N=CC=2N(C1)C(=CN2)C2=CC(=CC=C2)O)=O)C